3-benzyloxy-6-[2-methyl-4-(trifluoromethyl)-6-(2-trimethylsilylethoxymethoxy)phenyl]pyrazin-2-amine C(C1=CC=CC=C1)OC=1C(=NC(=CN1)C1=C(C=C(C=C1OCOCC[Si](C)(C)C)C(F)(F)F)C)N